N(=C=O)CC1(C2CC(C(C1)C2)CCN=C=O)CCCN=C=O 2-(isocyanatomethyl)-2-(3-isocyanatopropyl)-5-(2-isocyanatoethyl)bicyclo[2.2.1]heptane